BrC1=CC=C(C=C1)N1CCN(CC1)CC=1OC(=CC1)[N+](=O)[O-] 1-(4-Bromophenyl)-4-[(5-nitrofuran-2-yl)methyl]piperazine